FC(C(=O)O)(F)F.ClC=1C=C2C=CC(=NC2=CC1)C(=O)NCC1CCNCC1 6-chloro-N-(piperidin-4-ylmethyl)quinoline-2-carboxamide 2,2,2-trifluoroacetate